FC=1C=CC=C2[C@@H](N(C(=NC12)N1CCN(CC1)C1=CC(=CC=C1)OC)C1=C(C=CC(=C1)C(F)(F)F)OC)CC(=O)O (4S)-2-[8-fluoro-2-[4-(3-methoxyphenyl)piperazin-1-yl]-3-[2-methoxy-5-(trifluoromethyl)phenyl]-3,4-dihydro-quinazolin-4-yl]acetic acid